N1[C@@H](CCC1=O)C(=O)[O-].[Zn+2].N1[C@@H](CCC1=O)C(=O)[O-] zinc pyroglutamate